C1(=CNC=NC=C1)C(=O)O 3,5-diazepinic acid